FC1(CN(CCC1NC(=O)C1=C(OC2=C1C=C(C=C2)OCC=2C(=NC=CC2)C(F)(F)F)C)C)F N-(3,3-difluoro-1-methylpiperidin-4-yl)-2-methyl-5-((2-(trifluoromethyl)pyridin-3-yl)methoxy)-benzofuran-3-carboxamide